[4-(trifluoromethyl)-1,3-thiazol-2-yl]Methanone FC(C=1N=C(SC1)C=O)(F)F